CC1=NC(=CC(=C1)C=1NC2=CC=C(C=C2C1C(C)C)C1CCN(CC1)C(CN1[C@H](CCC1)CO)=O)C (R)-1-(4-(2-(2,6-dimethylpyridin-4-yl)-3-isopropyl-1H-indol-5-yl)piperidin-1-yl)-2-(2-(hydroxymethyl)pyrrolidin-1-yl)ethan-1-one